O1C(SCC1)(C(=O)OCC)C(=O)OCC diethyl 1,3-oxathiolane-2,2-dicarboxylate